C1(CC2C(CC1)O2)OC(C(=C)C)=O methacrylic acid-3,4-epoxycyclohexyl ester